S(=O)(=O)(ON1[C@@H]2CC[C@H](N(C1=O)C2)C(N[C@H]2CN(CCC2)C(C)=O)=N)O (2S,5R)-2-(N-((R)-1-Acetylpiperidin-3-yl) carbamimidoyl)-7-oxo-1,6-diazabicyclo[3.2.1]octan-6-yl hydrogen sulfate